N-(1-amino-5-isopropyl-5,6,7,8-tetrahydropyrimido[5'',4'':4',5']pyrrolo[3',2':3,4]azepino[1,2-a]indol-11-yl)acetamide NC1=NC=NC2=C1C1=C(CCCN3C1=CC=1C=CC(=CC31)NC(C)=O)N2C(C)C